1-(4-((4-((2-fluoro-4-((2-(4-fluorophenyl)pyridin-4-yl)oxy)phenyl)amino)-7-methoxyquinazolin-6-yl)amino)piperidin-1-yl)prop-2-en-1-one FC1=C(C=CC(=C1)OC1=CC(=NC=C1)C1=CC=C(C=C1)F)NC1=NC=NC2=CC(=C(C=C12)NC1CCN(CC1)C(C=C)=O)OC